1-(4-(2-chlorophenyl)-3,4-dihydroquinoxaline-1(2H)-yl)-3-(piperidin-1-yl)propan-1-one ClC1=C(C=CC=C1)N1CCN(C2=CC=CC=C12)C(CCN1CCCCC1)=O